C1(=CC=CC=C1)N1CCN(CC1)CCC(C=C)=C 1-(4-phenyl-1-piperazinyl)-3-methylenepent-4-ene